COC=1C=2N(C=CC1)N=C(N2)NC(CC2=CC=C(OC1=C(C(=O)N)C=CC=N1)C=C2)=O 2-(4-(2-((8-methoxy-[1,2,4]triazolo[1,5-a]pyridin-2-yl)amino)-2-oxoethyl)phenoxy)nicotinamide